FC1=CC2=C(CCO2)C=C1[C@H]1[C@@H](C(N(C1)CC(=O)N)=O)NC(=O)NC1=CC=C(C=C1)F |o1:10,11| (-)-2-{(3S*,4R*)-4-(6-fluoro-2,3-dihydro-benzofuran-5-yl)-3-[3-(4-fluoro-phenyl)ureido]-2-oxopyrrolidin-1-yl}acetamide